C(C)(C)(C)OC(C1=CC(=NC(=C1)C(NC)=O)[C@@H](C1=NC=CC=C1)O)=O |r| (±)-2-(hydroxy(pyridin-2-yl)methyl)-6-(methylcarbamoyl)isonicotinic acid tert-butyl ester